tetra(3-hydroxypropoxy)silane OCCCO[Si](OCCCO)(OCCCO)OCCCO